C(C1=CC=CC=C1)OC(=O)N[C@H](C(=O)OCC1=CC=CC=C1)CCCCN=C1N(C=CC(=N1)NC(=O)OCC1=CC=CC=C1)[C@@H]1O[C@@H]([C@H]([C@H]1O)O)CO benzyl (2S)-2-(benzyloxycarbonylamino)-6-[[4-(benzyloxycarbonylamino)-1-[(2R,3R,4S,5R)-3,4-dihydroxy-5-(hydroxymethyl)tetrahydrofuran-2-yl]pyrimidin-2-ylidene]amino]hexanoate